ClC=1C=C(C=C(C1)NS(=O)(=O)C)NC(=O)C=1C=NN(C1)C1CCCC1 N-(3-chloro-5-(methylsulfonamido)phenyl)-1-cyclopentyl-1H-pyrazole-4-carboxamide